tetrahydro-1,4-dioxepin O1CCOCCC1